FC1=C(C=CC(=C1)F)[C@@H](C)NC(=O)C=1C(C(=C2N(C[C@H]3O[C@@H]4CC[C@H](N3C2=O)C4)C1)O)=O (2R,5S,13aR)-N-((R)-1-(2,4-difluorophenyl)ethyl)-8-hydroxy-7,9-dioxo-2,3,4,5,7,9,13,13a-octahydro-2,5-methanopyrido[1',2':4,5]pyrazino[2,1-b][1,3]oxazepine-10-carboxamide